1-(2-Amino-5-fluoro-4-nitro-phenyl)sulfanyl-2-methyl-propan-2-ol NC1=C(C=C(C(=C1)[N+](=O)[O-])F)SCC(C)(O)C